CC=C=C=C=C=CC(=O)O octapentaenoic acid